C(C)(C)(C)OC(C(CC1=CC=C(C=C1)F)N)=O 2-Amino-3-(4-fluorophenyl)propionic acid tert-butyl ester